2,2-dimethyl-3-(2-methyl-1-propenyl)cyclopropanecarboxylate CC1(C(C1C=C(C)C)C(=O)[O-])C